O[C@H]1CN(CCOC1)C(=O)OC(C)(C)C tert-butyl (S)-6-hydroxy-1,4-oxazepane-4-carboxylate